3-(2-(dimethylamino)ethyl)-1H-indol-4-yl (2,2,2-trifluoroethyl)carbamate FC(CNC(OC1=C2C(=CNC2=CC=C1)CCN(C)C)=O)(F)F